FC(C=1C(=C(C=CC1)[C@@H](C)NC1=NC(=NC2=C3C(=C(C=C12)C1(CCS(CC1)(=N)=O)O)OCC3)C)F)F (R)-4-(4-((1-(3-(difluoromethyl)-2-fluorophenyl)ethyl)amino)-2-methyl-8,9-dihydrofuro[2,3-H]quinazolin-6-yl)-4-hydroxy-1-iminotetrahydro-2H-thiopyran-1-oxide